(S)-(3-(1-aminophenyl)-3-hydroxyazetidin-1-yl)(3,4-difluoro-2-(2-fluoro-4-iodophenylamino)phenyl)methanone N[C@]1(CC=CC=C1)C1(CN(C1)C(=O)C1=C(C(=C(C=C1)F)F)NC1=C(C=C(C=C1)I)F)O